CC1=C(C=CC=C1C)C1=NOC(=N1)C(=O)C1=C(N=C(S1)N([C@@H](C)C(=O)OCC)C1=CC=C(C=C1)F)O |r| rac-Ethyl N-{5-[3-(2,3-dimethylphenyl)-1,2,4-oxadiazole-5-carbonyl]-4-hydroxy-1,3-thiazol-2-yl}-N-(4-fluorophenyl)-alaninate